The molecule is an (omega-1)-hydroxy fatty acid that is tridecanoic acid in which the 12-pro-R hydrogen is replaced by a hydroxy group. It is an (omega-1)-hydroxy fatty acid and a long-chain fatty acid. It derives from a tridecanoic acid. C[C@H](CCCCCCCCCCC(=O)O)O